2-(1-phenylvinyl)-4-bromoaniline C1(=CC=CC=C1)C(=C)C1=C(N)C=CC(=C1)Br